C1(CCC(N1OC(=O)OCCS(=O)(=O)CCOC(=O)ON1C(CCC1=O)=O)=O)=O bis(2-[succinimidyloxycarbonyloxy] ethyl) sulfone